C1(=CC=CC=C1)[C@H]([C@H](NCC=1N=CSC1)C1=CC=CC=C1)NS(=O)(=O)C1=CC=C(C=C1)C (1R,2R)-N-{1,2-Diphenyl-2-[(thiazol-4-ylmethyl)amino]ethyl}-4-methylbenzenesulfonamide